N1(CCOCC1)C(=O)C1=C(C=CC=C1)B(O)O 2-(MORPHOLIN-4-YLCARBONYL)BENZENEBORONIC ACID